5-(5-((tert-butyloxycarbonyl)amino)-1,2,4-thiadiazol-3-yl)-1,4-dimethyl-1H-imidazole 3-oxide C(C)(C)(C)OC(=O)NC1=NC(=NS1)C1=C([N+](=CN1C)[O-])C